bis-oxo-indolinylbenzofuran-on O=C1C(N(C2=CC=CC=C12)C1C(OC2=C1C=CC=C2)=O)=O